2-[5-benzyloxy-1-(4-fluoro-3-methyl-phenyl)-2-isopropyl-indol-3-yl]acetonitrile C(C1=CC=CC=C1)OC=1C=C2C(=C(N(C2=CC1)C1=CC(=C(C=C1)F)C)C(C)C)CC#N